3-(1-oxo-5-vinylisoindolin-2-yl)-1-((2-(trimethylsilyl)ethoxy)methyl)piperidine-2,6-dione O=C1N(CC2=CC(=CC=C12)C=C)C1C(N(C(CC1)=O)COCC[Si](C)(C)C)=O